(3-carboxy-3-hydroxy-cyclobutyl) chloride C(=O)(O)C1(CC(C1)Cl)O